CNCC=1C=C(C=2N(C1)C=CN2)C2=CC=C(C=C2)OC(F)(F)F N-methyl-1-[8-[4-(trifluoromethoxy)phenyl]imidazo[1,2-a]pyridin-6-yl]methanamine